(5-methyl-2-(5-(trifluoromethyl)pyridin-2-yl)piperidin-1-yl)methanone CC1CCC(N(C1)C=O)C1=NC=C(C=C1)C(F)(F)F